6-(allyloxy)naphthalene C(C=C)OC=1C=C2C=CC=CC2=CC1